methyl 2-(4'-fluoro-N-methyl-[1,1'-biphenyl]-2-carboxamido)-5-oxo-5H-thieno[3,2-b]pyran-6-carboxylate FC1=CC=C(C=C1)C=1C(=CC=CC1)C(=O)N(C)C1=CC=2OC(C(=CC2S1)C(=O)OC)=O